7,16,17-trihydroxy-8,10,12,14,19-docosapentaenoic acid OC(CCCCCC(=O)O)C=CC=CC=CC=CC(C(CC=CCC)O)O